Cl.N[C@@H]1CN(CCC1(F)F)C1=NC2=C(N1CC1=NC=C(C#N)C=C1)C=C(C(=C2)F)F (R)-6-((2-(3-Amino-4,4-difluoropiperidin-1-yl)-5,6-difluoro-1H-benzo[d]imidazol-1-yl)methyl)nicotinonitril-hydrochlorid